NC1=C2N=CN(C2=NC=N1)[C@@H]1O[C@@H]2\C=C/P(O[C@H]3[C@H]([C@@H](O[C@@H]3/C=C/P(O[C@H]2[C@H]1O)(=O)O)N1C2=NC=NC(=C2N=C1)N)O)(=O)O (1S,4Z,6R,8R,9R,10S,13E,15R,17R,18R)-8,17-bis(6-amino-9H-purin-9-yl)-3,9,12,18-tetrahydroxy-2,7,11,16-tetraoxa-3λ5,12λ5-diphosphatricyclo[13.3.0.06,10]octadeca-4,13-diene-3,12-dione